NC1=NNC=2C1=NC(=CC2)C2=C(C=C(C=C2)S(=O)(=O)NC2CC(C2)O)C 4-(3-amino-1H-pyrazolo[4,3-b]pyridin-5-yl)-N-((1r,3r)-3-hydroxycyclobutyl)-3-methylbenzenesulfonamide